N-(2-((3S,5R)-3,5-dimethyl-piperazin-1-yl)-5-((6-((R)-3-(3'-fluoro-[1,1'-bi-phenyl]-3-yl)-isoxazolidin-2-yl)pyrimidin-4-yl)amino)-4-meth-oxyphenyl)acryl-amide C[C@H]1CN(C[C@H](N1)C)C1=C(C=C(C(=C1)OC)NC1=NC=NC(=C1)N1OCC[C@@H]1C=1C=C(C=CC1)C1=CC(=CC=C1)F)NC(C=C)=O